NCCCOC1=CC=C(C=C1)C1=NNC=C1 4-(3-aminopropoxy)phenyl-pyrazole